The molecule is an organic bromide salt of propyromazine. It is a muscarinic antagonist which has antispasmodic potential. It has a role as a muscarinic antagonist and an antispasmodic drug. It is a quaternary ammonium salt and an organic bromide salt. It contains a propyromazine. CC(C(=O)N1C2=CC=CC=C2SC3=CC=CC=C31)[N+]4(CCCC4)C.[Br-]